((4-cyclopropyl-6-((3'-(4-cyclopropyl-5-(((R)-2-(hydroxymethyl)pyrrolidin-1-yl)methyl)picolinamido)-2,2'-dimethyl-[1,1'-biphenyl]-3-yl)carbamoyl)pyridin-3-yl)methyl)-D-serine C1(CC1)C1=C(C=NC(=C1)C(NC=1C(=C(C=CC1)C1=C(C(=CC=C1)NC(C1=NC=C(C(=C1)C1CC1)CN1[C@H](CCC1)CO)=O)C)C)=O)CN[C@H](CO)C(=O)O